CC(CC(C)C)C=[Si](OC)OC 1,3-dimethylbutylmethylene-dimethoxysilane